ethylhexyl monocarbonate C(OC(CCCCC)CC)([O-])=O